C(C)(C)(C)OC(=O)N1C2C=C(CC1CCC2)O[Si](C)(C)C 3-((trimethylsilyl)oxy)-9-azabicyclo[3.3.1]Non-2-ene-9-carboxylic acid tert-butyl ester